3-hydroxy-2,3,4,7-tetrahydroazepine-1-carboxylic acid tert-butyl ester C(C)(C)(C)OC(=O)N1CC(CC=CC1)O